C(C1=CC=CC=C1)C1=C(OCCN2CCN(CC2)C)C(=CC(=C1)C)C 1-(2-(2-Benzyl-4,6-dimethylphenoxy)ethyl)-4-methylpiperazine